N1C=NC2=C1C=CC(=C2)C(=O)N2[C@@H](C=1N(CC2)C(=NN1)C1=NC(=NS1)C)C (R)-(1H-benzo[d]imidazol-5-yl)(8-methyl-3-(3-methyl-1,2,4-thiadiazol-5-yl)-5,6-dihydro-[1,2,4]triazolo[4,3-a]pyrazin-7(8H)-yl)methanone